FC1=C(C=CC=C1S(=O)(=O)C)NC1=NC=C(C(=N1)C1=CNC2=C(C=CC=C12)NC([C@H](COC)N1CCN(CC1)C)=O)C (S)-N-(3-(2-((2-fluoro-3-(methylsulfonyl)phenyl)amino)-5-methylpyrimidin-4-yl)-1H-indol-7-yl)-3-methoxy-2-(4-methylpiperazin-1-yl)propanamide